N-[3-(bis{2-[(tert-butyl)bis(methyl)siloxy]decyl}amino)propyl]-N-methyl[({[3-(bis{2-[(tert-butyl)bis(methyl)siloxy]decyl}amino)propyl]-N-methylcarbamoyl}methyl)-N-methylamino]acetamide C(C)(C)(C)[Si](OC(CN(CCCN(C(CN(C)CC(N(C)CCCN(CC(CCCCCCCC)O[Si](C(C)(C)C)(C)C)CC(CCCCCCCC)O[Si](C)(C)C(C)(C)C)=O)=O)C)CC(CCCCCCCC)O[Si](C(C)(C)C)(C)C)CCCCCCCC)(C)C